OC1=C(C(=C(C(=C1CCCCC=O)O)CC=C(C)C)O)CCCCC=O (2,4,6-trihydroxy-5-(3-methylbut-2-en-1-yl)-1,3-phenylene)bis(pentan-1-one)